3-(10-(benzyloxy)-2-methyl-4-oxo-5,6-dihydro-2H-2,6-methanobenzo[g][1,3,5]oxadiazocin-3(4H)-yl)-N-(3-phenylpropyl)benzamide C(C1=CC=CC=C1)OC1=CC=CC=2C3NC(N(C(OC21)(C3)C)C=3C=C(C(=O)NCCCC2=CC=CC=C2)C=CC3)=O